C[C@@H]1C=2N(CCN1)C(=NN2)C=2SC1=C(N2)CCC1 (R)-2-(8-methyl-5,6,7,8-tetrahydro-[1,2,4]triazolo[4,3-a]pyrazin-3-yl)-5,6-dihydro-4H-cyclopenta[d]thiazole